4-(N-methylacrylamido)benzoic acid CN(C(C=C)=O)C1=CC=C(C(=O)O)C=C1